NC1=C(C=C(C2=C1CCO2)C(=O)NCC2CN(CCO2)CC2=CC(=CC=C2)F)Cl 4-amino-5-chloro-N-((4-(3-fluorobenzyl)morpholin-2-yl)methyl)-2,3-dihydrobenzofuran-7-carboxamide